4,4-difluorobutyryl chloride FC(CCC(=O)Cl)F